Cl.C(C1=CC=CC=C1)C1=CC2=C(C=N1)C(CN2C(CN2[C@H](CN[C@@H](C2)C)C(=O)N2CCOCC2)=O)(C)C 1-{6-Benzyl-3,3-dimethyl-1H,2H,3H-pyrrolo[3,2-c]pyridin-1-yl}-2-[(2R,5R)-5-methyl-2-[(morpholin-4-yl)carbonyl]piperazin-1-yl]ethan-1-one, hydrochloride salt